methyl (2S,4S)-1-(2-(2-((tert-butyldimethylsilyl)oxy)ethyl)-6-fluoro-1H-indole-1-carbonyl)-4-(4-fluorophenyl)-2-methylpiperidine-4-carboxylate [Si](C)(C)(C(C)(C)C)OCCC=1N(C2=CC(=CC=C2C1)F)C(=O)N1[C@H](C[C@](CC1)(C(=O)OC)C1=CC=C(C=C1)F)C